3-cyclopropyl-5-(p-tolyl)-1,2,4-oxadiazole C1(CC1)C1=NOC(=N1)C1=CC=C(C=C1)C